CC1=C(C=CC(=C1C)N)C1=C(C(=C(C=C1)N)C)C 2,2',3,3'-tetramethyl-4,4'-diaminobiphenyl